(S)-(3-bromo-4-(1-methoxyethyl)phenoxy)(tert-butyl)dimethylsilane tert-butyl-2-(6-aminopyridin-3-yl)-2,7-diazaspiro[3.5]nonane-7-carboxylate C(C)(C)(C)OC(=O)N1CCC2(CN(C2)C=2C=NC(=CC2)N)CC1.BrC=1C=C(O[Si](C)(C)C(C)(C)C)C=CC1[C@H](C)OC